N-(2-bromo-5-(trifluoromethyl)phenyl)carboxamide BrC1=C(C=C(C=C1)C(F)(F)F)NC=O